2-methyl-3-pyrroline-1-formate CC1N(CC=C1)C(=O)[O-]